ClC=1C(=C(C(=CC1N1C[C@@H](CC1)CN(CC(C)(C)C)C)F)S(=O)(=O)NC1=NC(=CC=C1)F)F (S)-3-chloro-2,6-difluoro-N-(6-fluoropyridin-2-yl)-4-(3-((methyl(neopentyl)amino)methyl)pyrrolidin-1-yl)benzenesulfonamide